4-(2-{5-chloro-2-oxo-1,2-dihydrospiro[indole-3,4'-piperidin]-1'-yl}ethoxy)-2-methylbenzamide ClC=1C=C2C(=CC1)NC(C21CCN(CC1)CCOC1=CC(=C(C(=O)N)C=C1)C)=O